2-(sec-butyl)cyclohexan-1-one O-ethyl oxime C(C)ON=C1C(CCCC1)C(C)CC